4-{5-[(1r,2r)-2-fluorocyclopropyl]-1,2,4-oxadiazol-3-yl}-4-methylpiperidine hydrochloride Cl.F[C@H]1[C@H](C1)C1=NC(=NO1)C1(CCNCC1)C